O[C@](CC)(CCCCCCCCC[C@H](CCC)C)C (3R,5R,8R,9R,10S,13S,14S,17S)-3-hydroxy-3,13-dimethylhexadecane